N1=CC(=CC=C1)NC(=O)C=1C=NN2C1N=CC=C2 N-(pyridin-3-yl)pyrazolo[1,5-a]pyrimidine-3-carboxamide